(4-(1-methyl-3-phenyl-1H-pyrazol-4-yl)-7-(pyrimidin-2-yl)quinazolin-6-yl)propionamide CN1N=C(C(=C1)C1=NC=NC2=CC(=C(C=C12)C(C(=O)N)C)C1=NC=CC=N1)C1=CC=CC=C1